N-[3-Methyl-4-(trifluoromethoxy)phenyl]-2-[4-([1,2,4]triazolo[1,5-a]pyridin-7-yl)phenyl]acetamide ethyl-4-(3-methoxy-2-methylphenyl)-3-(5-propoxypyridin-2-yl)-1H-pyrrole-2-carboxylate C(C)OC(=O)C=1NC=C(C1C1=NC=C(C=C1)OCCC)C1=C(C(=CC=C1)OC)C.CC=1C=C(C=CC1OC(F)(F)F)NC(CC1=CC=C(C=C1)C1=CC=2N(C=C1)N=CN2)=O